CN(C(=O)OCCSSCCOC(C)=O)C1=CC=C(C=C1)N1CCN(CC1)C Acetic acid 2-(2-{methyl-[4-(4-methylpiperazin-1-yl)phenyl] carbamoyloxy}ethyldisulfanyl)ethyl ester